6-(2-(2-chloro-3-fluorophenyl)pyrrolidin-1-yl)-5-fluoro-N-((R,E)-4-(methylsulfonyl)but-3-en-2-yl)nicotinamide ClC1=C(C=CC=C1F)C1N(CCC1)C1=NC=C(C(=O)N[C@H](C)\C=C\S(=O)(=O)C)C=C1F